FC(C1=NN2C(N=C(C=C2NCC2(CN(C2)C(=O)NC2CCC(CC2)(C(F)(F)F)O)C2=CC=C(C=C2)F)C(F)(F)F)=C1)(F)F 3-(((2,5-Bis(trifluoromethyl)pyrazolo[1,5-a]pyrimidin-7-yl)amino)methyl)-3-(4-fluorophenyl)-N-((1s,4s)-4-hydroxy-4-(trifluoromethyl)cyclohexyl)azetidine-1-carboxamide